6-amino-2-(3,5-dichloro-4-((2-(5-fluoropyridin-2-yl)-4-methylquinolin-6-yl)oxy)phenyl)-1,2,4-triazine-3,5(2H,4H)-dione NC=1C(NC(N(N1)C1=CC(=C(C(=C1)Cl)OC=1C=C2C(=CC(=NC2=CC1)C1=NC=C(C=C1)F)C)Cl)=O)=O